C(N)(=O)C=1C=C2C(=CN=C(C2=CC1OC(C)C)OC[C@H]1NC(CC1)=O)C#CC1CN(C1)C(=O)OC(C)(C)C tert-butyl (S)-3-((6-carbamoyl-7-isopropoxy-1-((5-oxopyrrolidin-2-yl)methoxy)isoquinolin-4-yl)ethynyl)azetidine-1-carboxylate